NC1=CC=C(N=N1)C#CCN(C(=O)[C@H]1N(CC[C@H]1N=[N+]=[N-])C1=NC(=CC(=C1C#N)C(F)(F)F)C)C=1C=C(C=CC1)C (2S,3R)-N-[3-(6-aminopyridazin-3-yl)prop-2-ynyl]-3-azido-1-[3-cyano-6-methyl-4-(trifluoromethyl)-2-pyridyl]-N-(m-tolyl)pyrrolidine-2-carboxamide